N1N=CC(=C1)CNC(N)=O 3-(1H-pyrazol-4-ylmethyl)-urea